(S)-2-(tert-butoxy)-2-(7-(4-chlorophenyl)-2-(3-(4-(dimethylcarbamoyl)-4-methylpiperidin-1-yl)-1-methyl-1H-indazol-5-yl)-5-methylbenzo[d]thiazol-6-yl)acetic acid C(C)(C)(C)O[C@H](C(=O)O)C1=C(C2=C(N=C(S2)C=2C=C3C(=NN(C3=CC2)C)N2CCC(CC2)(C)C(N(C)C)=O)C=C1C)C1=CC=C(C=C1)Cl